3-((4-fluorophenyl)ethynyl)-N-(imidazo[1,2-a]pyridin-7-ylmethyl)-4-((4-nitrobenzyl)sulfonyl)benzamide FC1=CC=C(C=C1)C#CC=1C=C(C(=O)NCC2=CC=3N(C=C2)C=CN3)C=CC1S(=O)(=O)CC1=CC=C(C=C1)[N+](=O)[O-]